ClC=1C=NC(=C(C(=O)NC2CCC(CC2)CN2C(N(C3=C2C=CC=C3)C=3C=NC(=CC3)N3CCN(CC3)CCO)=O)C1)C 5-chloro-N-((1r,4r)-4-((3-(6-(4-(2-hydroxyethyl)piperazin-1-yl)pyridin-3-yl)-2-oxo-2,3-dihydro-1H-benzo[d]imidazol-1-yl)methyl)cyclohexyl)-2-methylnicotinamide